4-(5-chloro-6-methoxythieno[3,2-b]pyridin-2-yl)-4-oxobutanoic acid methyl ester COC(CCC(=O)C1=CC2=NC(=C(C=C2S1)OC)Cl)=O